6-amino-2-(2,3-difluoro-4-iodophenyl)-5-methoxypyrimidine-4-carboxylic acid methyl ester COC(=O)C1=NC(=NC(=C1OC)N)C1=C(C(=C(C=C1)I)F)F